C(CC1=CC=CC=C1)C1=CC=CC=C1 phenethylbenzene